ClCCC(=C(C1=CC=C(C=C1)O)C1=CC=C(OCCNC(CCOCCNC2=C3C(N(C(C3=CC=C2)=O)C2C(NC(CC2)=O)=O)=O)=O)C=C1)C1=CC=CC=C1 N-(2-(4-(4-chloro-1-(4-hydroxyphenyl)-2-phenylbut-1-en-1-yl)phenoxy)ethyl)-3-(2-((2-(2,6-dioxopiperidin-3-yl)-1,3-dioxoisoindolin-4-yl)amino)ethoxy)propionamide